C(CCCCCCCCCCC)N(CC(=O)N1CCN(CC1)C(CN(CCCCCCCCCCCC)CCN(CCCCCCCCCCCC)CCCCCCCCCCCC)=O)CCCCCCCCCCCC 2-(Didodecylamino)-1-(4-(N-(2-(didodecylamino)ethyl)-N-dodecylglycyl)piperazin-1-yl)ethan-1-one